4-((1S,3S,4S)-3-hydroxy-4-methylcyclohexylamino)-2-((1r,4S)-4-methoxycyclohexylamino)-pyrimidine-5-carboxamide O[C@H]1C[C@H](CC[C@@H]1C)NC1=NC(=NC=C1C(=O)N)NC1CCC(CC1)OC